N-((S)-1-(3-chloro-2-fluorophenyl)-2,2,2-trifluoroethyl)-6-(((S)-pyrrolidin-3-yl)oxy)pyrido[3,2-d]pyrimidin-4-amine ClC=1C(=C(C=CC1)[C@@H](C(F)(F)F)NC=1C2=C(N=CN1)C=CC(=N2)O[C@@H]2CNCC2)F